CC[C@H](C)[C@@H](C(=O)N[C@@H]([C@@H](C)CC)C(=O)O)N The molecule is a dipeptide formed from two L-isoleucine residues. It has a role as a Mycoplasma genitalium metabolite and a human metabolite. It derives from a L-isoleucine.